1-{4-[(3R)-3-methylmorpholin-4-yl]-6-[1-((S)-S-methylsulfonimidoyl)cyclopropyl]pyrimidin-2-yl}-1H-benzimidazol-2-amine C[C@H]1N(CCOC1)C1=NC(=NC(=C1)C1(CC1)[S@](=O)(=N)C)N1C(=NC2=C1C=CC=C2)N